(1s,4s)-1-methyl-4-((5-(quinolin-6-yl)pyrrolo[2,1-f][1,2,4]triazin-2-yl)amino)cyclohexan-1-ol CC1(CCC(CC1)NC1=NN2C(C=N1)=C(C=C2)C=2C=C1C=CC=NC1=CC2)O